(6-(2,4-difluorophenoxy)pyridin-3-yl)methylamine hydrochloride Cl.FC1=C(OC2=CC=C(C=N2)CN)C=CC(=C1)F